3-(2,3-Dihydrobenzofuran-6-yl)-6,7-difluoro-3-(4-hydroxyphenyl)indol-2-one O1CCC2=C1C=C(C=C2)C2(C(NC1=C(C(=CC=C21)F)F)=O)C2=CC=C(C=C2)O